FC(C1(C(C2(C(C(C(C(C2(C(C1(F)F)(F)F)F)(F)F)(F)F)(F)F)(F)F)F)(F)F)F)(C1(C(C(C(C(C1(F)F)(F)F)(F)F)(F)F)(F)F)F)F 2-[difluoro(undecafluorocyclohexyl)methyl]-1,1,2,3,3,4,4,4a,5,5,6,6,7,7,8,8,8a-heptadecafluorodecahydronaphthalene